NCC(CN1N=CN(C1=O)C=1C=NC(=CC1)C1=CC=C(C=C1)S(=O)(=O)C)=C(F)F 2-(2-(aminomethyl)-3,3-difluoro-allyl)-4-[6-(4-methylsulfonylphenyl)-3-pyridyl]-1,2,4-triazol-3-one